5-(2-(3-bromophenyl)oxetan-2-yl)-4-methyl-4H-1,2,4-triazole-3-thiol BrC=1C=C(C=CC1)C1(OCC1)C=1N(C(=NN1)S)C